ClC=1C(=C(NC=2C3=C(N=CN2)C=CC(=N3)O[C@@H]3CN(CC3)C(=O)OC(C)(C)C)C=CC1OCC1OCCC1)F tert-butyl (3S)-3-[4-[3-chloro-2-fluoro-4-(tetrahydrofuran-2-ylmethoxy)anilino]pyrido[3,2-d]pyrimidin-6-yl]oxypyrrolidine-1-carboxylate